O=C([C@H](C[C@H]1C(NCC1)=O)NC(=O)[C@H]1N(CC2(CC2)C1)C([C@@](C(F)(F)F)(C)O)=O)COC(F)(F)F (S)-N-((S)-3-oxo-1-((S)-2-oxopyrrolidin-3-yl)-4-(trifluoromethoxy)butan-2-yl)-5-((R)-3,3,3-trifluoro-2-hydroxy-2-methylpropanoyl)-5-azaspiro[2.4]heptane-6-carboxamide